Boc-4-methyl-DL-tryptophan C(=O)(OC(C)(C)C)N[C@@H](CC1=CNC2=CC=CC(=C12)C)C(=O)O |r|